Isobutyl (S)-3-(6-isobutoxypyridin-3-yl)-3-(1-oxo-7-(2-(5,6,7,8-tetrahydro-1,8-naphthyridin-2-yl)ethyl)-3,4-dihydropyrrolo[1,2-a]pyrazin-2(1H)-yl)propanoate C(C(C)C)OC1=CC=C(C=N1)[C@H](CC(=O)OCC(C)C)N1C(C=2N(CC1)C=C(C2)CCC2=NC=1NCCCC1C=C2)=O